ClC=1C=NC(=NC1)CC1=CC(=NN1C1=CC(=C(C=C1)F)F)C#N 5-[(5-chloropyrimidin-2-yl)methyl]-1-(3,4-difluorophenyl)pyrazole-3-carbonitrile